C(CCCCCCCCCCC)OS(=O)(=O)OCCCCCCCCCCCC Bislaurylsulfate